N-(2-chloro-pyridin-4-yl)-4-(2-((3-fluorophenyl)sulfonyl)propan-2-yl)piperidine-1-carboxamide ClC1=NC=CC(=C1)NC(=O)N1CCC(CC1)C(C)(C)S(=O)(=O)C1=CC(=CC=C1)F